CN1C[C@@H](CCC1)NC1=C2C(=C(N=N1)C1=C(C=C(C=C1)C(F)(F)F)O)N=CC=C2 2-(5-{[(3R)-1-methylpiperidin-3-yl]amino}pyrido[2,3-d]Pyridazin-8-yl)-5-(trifluoromethyl)phenol